FC1=C(C=C(C2=C1CCO2)C2=CC=C(C=C2)C(C)C)NC=C(C(=O)O)C ((4-fluoro-7-(4-isopropylphenyl)-2,3-dihydrobenzofuran-5-yl)amino)methacrylic acid